C(CC)N(N)CCC N,N-dipropylhydrazine